isopropyl (trans-4-(5-(2-(N-ethylsulfamoyl)-4-(isopropylcarbamoyl)phenyl) thiazol-2-yl)cyclohexyl)carbamate C(C)NS(=O)(=O)C1=C(C=CC(=C1)C(NC(C)C)=O)C1=CN=C(S1)[C@@H]1CC[C@H](CC1)NC(OC(C)C)=O